FC(C1=NC(=CC=C1OC[C@](CC(C)C)(N)C)C1=CN(C2=NC=CC(=C21)OC)S(=O)(=O)C2=CC=C(C)C=C2)F (S)-1-{[2-(difluoromethyl)-6-(4-methoxy-1-tosyl-1H-pyrrolo[2,3-b]pyridin-3-yl)pyridin-3-yl]oxy}-2,4-dimethylpentan-2-amine